(1R,2S,6S,7R,8S)-1-methyl-5-methylidene-8-propan-2-yltricyclo[5.3.0.02,6]decane C[C@]12[C@H]3CCC([C@@H]3[C@H]2[C@@H](CC1)C(C)C)=C